C1(CC1)C=1C=2N(C=CC1)N=C(C2)[C@H]2N(CCC1=C2N=CN1)C(=O)C=1OC(=NN1)C1=NN(C(=C1)C)C (S)-(4-(4-cyclopropylpyrazolo[1,5-a]pyridin-2-yl)-1,4,6,7-tetrahydro-5H-imidazo[4,5-c]pyridin-5-yl)(5-(1,5-dimethyl-1H-pyrazol-3-yl)-1,3,4-oxadiazol-2-yl)methanone